BrC1=C(C=CC(=N1)OCC1=C(C=C(C#N)C=C1)\C=C\OCC)F 4-[(6-bromo-5-fluoro-2-pyridyl)oxymethyl]-3-[(E)-2-ethoxyvinyl]benzonitrile